methyl 5-[(4-anilino-5-methyl-pyrimidin-2-yl) amino]-3-ethyl-2-hydroxy-benzoate N(C1=CC=CC=C1)C1=NC(=NC=C1C)NC=1C=C(C(=C(C(=O)OC)C1)O)CC